(S)-3-(5-(ethoxycarbonyl)-2-methylphenyl)pyrrolidine-1-carboxylic acid tert-butyl ester C(C)(C)(C)OC(=O)N1C[C@@H](CC1)C1=C(C=CC(=C1)C(=O)OCC)C